1-(4-bromo-3,5-dimethoxyphenyl)ethan-1-ol BrC1=C(C=C(C=C1OC)C(C)O)OC